(R)-2-amino-3-methoxy-N-((R)-3-phenoxy-1-(4,4,5,5-tetramethyl-1,3,2-dioxaborolan-2-yl)propyl)propanamide N[C@@H](C(=O)N[C@@H](CCOC1=CC=CC=C1)B1OC(C(O1)(C)C)(C)C)COC